OC=1C=C(C[C@H](N)C(=O)O)C=CC1O 3,4-dihydroxyl-l-phenylalanine